(2R)-2-(6-{5-chloro-2-[(oxacyclohex-4-yl)amino]pyrimidin-4-yl}-1-oxo-2,3-dihydro-1H-isoindol-2-yl)-N-[(1S)-1-(2-chloro-5-fluorophenyl)-2-hydroxyethyl]propionamide ClC=1C(=NC(=NC1)NC1CCOCC1)C1=CC=C2CN(C(C2=C1)=O)[C@@H](C(=O)N[C@H](CO)C1=C(C=CC(=C1)F)Cl)C